FC1CN(C1)C1=CC(=C(C=C1)F)N1N=C2N=CC(=CC2=C1)N1C=NC=C1 3-fluoro-N-{4-fluoro-3-[5-(1H-imidazol-1-yl)-2H-pyrazolo[3,4-b]pyridin-2-yl]phenyl}azetidine